1-(5-((5-chloro-4-(3-(pyrrolidin-1-yl)phenyl)pyrimidin-2-yl)amino)pyridin-3-yl)pyrrolidin-2-one ClC=1C(=NC(=NC1)NC=1C=C(C=NC1)N1C(CCC1)=O)C1=CC(=CC=C1)N1CCCC1